4,5-dihydro-pyrazolo[1,5-a]pyrazine-2-carboxamide N1=C(C=C2N1C=CNC2)C(=O)N